ClC1=C2C=NNC2=CC=C1NC1=NN(C2=CC=CC=C12)C=1C=C(C(N(C1)C)=O)NC(C1=C(C=CC=C1)F)=O N-(5-(3-((4-chloro-1H-indazol-5-yl)amino)-1H-indazol-1-yl)-1-methyl-2-oxo-1,2-dihydropyridin-3-yl)-2-fluorobenzamide